C(C1=CC=CC=C1)N([C@@H](CC(=O)OCC)C=1C=C(C=CC1)C1=C(C(=CC=C1)OC)C)[C@H](C)C1=CC=CC=C1 ethyl (S)-3-(benzyl((R)-1-phenylethyl)amino)-3-(3'-methoxy-2'-methylbiphenyl-3-yl)propanoate